C(C)C1=C(C2=C(C=3C=NNC3C=C2)CCC1)C1=CC=C(C=C1)N1CCC(CC1)CN1CCN(CC1)C=1C=C2CN(C(C2=CC1)=O)[C@@H]1C(NC(CC1)=O)=O (3S)-3-[5-[4-[[1-[4-(7-ethyl-3,8,9,10-tetrahydrocyclohepta[e]indazol-6-yl)phenyl]-4-piperidyl]methyl]piperazin-1-yl]-1-oxo-isoindolin-2-yl]piperidine-2,6-dione